C(CCC)C(C=O)=CC1=CC=CC=C1 alpha-butylcinnamaldehyde